NC=1[C@](CC[C@@](N1)(CF)C=1C=C(C=CC1F)NC(=O)C1=NC=C(N=C1)OC)(CF)F N-[3-[(2s,5r)-6-amino-5-fluoro-2,5-bis(fluoromethyl)-3,4-dihydropyridin-2-yl]-4-fluoro-phenyl]-5-methoxy-pyrazine-2-carboxamide